FC=1C(=NC=CC1CC=1C=NC=C(C1C)OC1CCC(CC1)C)N 3-fluoro-4-[[4-methyl-5-(4-methylcyclohexoxy)-3-pyridyl]methyl]pyridin-2-amine